methyl 4-(methoxymethoxy)-2-methyl-3-nitrobenzoate COCOC1=C(C(=C(C(=O)OC)C=C1)C)[N+](=O)[O-]